benzyl 1-piperazinecarboxylate N1(CCNCC1)C(=O)OCC1=CC=CC=C1